BrC1=CC=C(C=C1)C=1NC2=C(N1)C=CC=C2 2-(4-bromophenyl)benzimidazole